N-((3R,4S)-4-((6-(2-chloro-3,5-dimeth-oxyphenyl)-8-(((1-methylpyrrolidin-2-yl)methyl)amino)pyrido[3,4-d]pyrimidin-2-yl)amino)tetrahydrofuran-3-yl)acrylamide ClC1=C(C=C(C=C1OC)OC)C1=CC2=C(N=C(N=C2)N[C@H]2[C@H](COC2)NC(C=C)=O)C(=N1)NCC1N(CCC1)C